C(C)(C)(C)OC(NCCCCNC(O)=O)=O butane-1,4-diyldicarbamic acid tert-butyl ester